6-(3-isopropyl-5-(piperidin-3-yl)-1H-indol-2-yl)-7,8-dimethyl-[1,2,4]triazolo[1,5-a]pyridine C(C)(C)C1=C(NC2=CC=C(C=C12)C1CNCCC1)C=1C(=C(C=2N(C1)N=CN2)C)C